COC=1C=C(C=CC1C=O)C1=CC=CC=C1 3-Methoxy-4-biphenyl-carbaldehyde